ClC1=NC=C(C(=O)NC([2H])([2H])[2H])C(=C1)NC1=CC(=CC=2C=3C(C(N(C12)C)C)=NN(N3)C)F 6-chloro-4-((8-fluoro-2,4,5-trimethyl-4,5-dihydro-2H-[1,2,3]triazolo[4,5-c]quinolin-6-yl)amino)-N-(methyl-d3)nicotinamide